ClC1=C(C=CC2=CC=C(C(=C12)Cl)N)N 1,8-dichloro-naphthalene-2,7-diyldiamine